C12(C=CC(CC1)C2)C#C[Si](OC)(OC)OC 2-(bicyclo[2.2.1]hept-2-enyl)ethynyl-trimethoxysilane